N,N-diisopropyl-N'-(3-(octahydro-2H-quinolizin-2-yl)-1H-indol-5-yl)urea C(C)(C)N(C(=O)NC=1C=C2C(=CNC2=CC1)C1CC2CCCCN2CC1)C(C)C